1-(thiophen-2-ylsulfonyl)-1H-benzo[d]imidazole S1C(=CC=C1)S(=O)(=O)N1C=NC2=C1C=CC=C2